CC1=C(C=C(C=C1)N1CC2CCC(C1)N2C(=O)OC(C)(C)C)C(NC2(CC2)C2=C1C=CC=NC1=CC(=C2)B2OC(C(O2)(C)C)(C)C)=O tert-Butyl 3-(4-methyl-3-((1-(7-(4,4,5,5-tetramethyl-1,3,2-dioxaborolan-2-yl)quinolin-5-yl)cyclopropyl)carbamoyl)phenyl)-3,8-diazabicyclo[3.2.1]octane-8-carboxylate